C(C)(C)(C)C1=CC=C(C=C1)C(C(=O)OC)=O methyl 2-(4-(tert-butyl) phenyl)-2-oxoacetate